C(C)(C)(C)OC(=O)N1CCN(CC1)C(=O)C1=CC=C(C=C1)B(O)O [4-(4-tert-butoxycarbonylpiperazine-1-carbonyl)phenyl]boronic acid